The molecule is a selinene that is decahydronaphthalene substituted by a isopropenyl group at position 7, a methyl group at position 4a and a methylidene group at position 1. It has a role as a plant metabolite. CC(=C)C1CCC2(CCCC(=C)C2C1)C